C(\C=C\C(=O)O)(=O)O.C(C)N(C(C1=C(C=CC(=C1)F)OC1=C(N=CN=N1)N1CC2(CN(C2)[C@@H](C(C)C)CCCN(C)CCO)CC1)=O)C(C)C (R)-N-Ethyl-5-fluoro-2-((5-(2-(6-((2-hydroxyethyl)(methyl)amino)-2-methylhexan-3-yl)-2,6-diazaspiro[3.4]oct-6-yl)-1,2,4-triazin-6-yl)oxy)-N-isopropylbenzamide fumarate